(5-phenylpent-4-yn-1-yl)malonic acid C1(=CC=CC=C1)C#CCCCC(C(=O)O)C(=O)O